NC(CCNC(OC(C)(C)C)=O)=S tert-butyl (3-amino-3-thioxopropyl)carbamate